1,2,3-cyclopropanetriylidenetris[2,3,4,5,6-pentafluorobenzeneacetonitrile] C1(C(C1=C(C#N)C1=C(C(=C(C(=C1F)F)F)F)F)=C(C#N)C1=C(C(=C(C(=C1F)F)F)F)F)=C(C#N)C1=C(C(=C(C(=C1F)F)F)F)F